heptadecafluorooctanesulfonic acid potassium salt [K+].FC(C(C(C(C(C(C(C(S(=O)(=O)[O-])(F)F)(F)F)(F)F)(F)F)(F)F)(F)F)(F)F)(F)F